BrC=1C=C(C(=C(C1)C)SCC)C 5-bromo-2-ethylsulfanyl-1,3-dimethyl-benzene